C(C)N(C([S-])=S)C1=CC=CC=C1.[Zn+2].C(CCC)N(C([S-])=S)CCCC.[Zn+2] zinc dibutyldithiocarbamate zinc ethylphenyl-dithiocarbamate